[Ti].[Sn].NC1(CCN(CC1)C(=O)C=1OC(=CC1)SC1=CC(=CC=C1)N)C (4-amino-4-methylpiperidin-1-yl)(5-((3-aminophenyl)thio)furan-2-yl)methanone tin titanium